C(C)OC1=C(OC=2C=C(C=CC2)C2=CN=CC(=N2)NC(CCC2=CC=CC=C2)=O)C=CC=C1 N-(6-(3-(2-ethoxyphenoxy)phenyl)pyrazin-2-yl)-3-phenylpropanamide